The molecule is an organic anion obtained by deprotonation of the carboxy and one of the hydroxy groups as well as protonation of the amino group of A41030A; major species at pH 7.3. It is a conjugate base of an A41030A. C1[C@H]2C(=O)N[C@@H](C3=CC(=CC(=C3)OC4=C(C=CC(=C4)[C@H](C(=O)N2)[NH3+])O)O)C(=O)N[C@@H]5C6=CC(=C(C(=C6)OC7=C(C=C(C=C7)[C@H]([C@H]8C(=O)N[C@H](C9=C(C(=CC(=C9)O)O)C2=C(C(=CC(=C2)[C@H](C(=O)N8)NC5=O)Cl)O)C(=O)[O-])O)Cl)[O-])OC2=C(C=C1C=C2)Cl